2,2,2-trifluoroethane-1,1-diol FC(C(O)O)(F)F